5-(3-bromophenyl)pent-4-yn BrC=1C=C(C=CC1)C#CCCC